di(1-adamantyl)-n-butylphosphine chloride [Cl-].C12(CC3CC(CC(C1)C3)C2)P(CCCC)C23CC1CC(CC(C2)C1)C3